FC(C(=O)N1CC(C1)NC=1C(=NC=CC1OCCO)OC1=CC=C(C=C1)OC(F)(F)F)=C 2-Fluoro-1-(3-((4-(2-hydroxyethoxy)-2-(4-(trifluoromethoxy)phenoxy)pyridin-3-yl)amino)azetidin-1-yl)prop-2-en-1-one